rac-(3aR,5R,7S,7aR)-5-(2-fluorophenyl)-1,3,3,5,7-pentamethyloctahydrobenzo[c]isoxazole FC1=C(C=CC=C1)[C@]1(C[C@@H]2[C@H](N(OC2(C)C)C)[C@H](C1)C)C |r|